2-azabicyclo[2.1.1]hexan-4-ol hydrochloride Cl.C12NCC(C1)(C2)O